tert-butyl (trans,trans)-3-(hydroxymethyl)-4-[3-(2-methoxy ethoxy)phenyl]-2-methylpiperidine-1-carboxylate OCC1C(N(CCC1C1=CC(=CC=C1)OCCOC)C(=O)OC(C)(C)C)C